ClC=1C=C(C=C(C1)Cl)C1(CC(=NO1)NC=1C(=C(C(=O)O)C=CC1)F)C(F)(F)F 3-[[5-(3,5-dichlorophenyl)-5-(trifluoromethyl)-4H-isoxazol-3-yl]amino]-2-fluoro-benzoic acid